O[C@@H](C)C=1N(C=CN1)CC1=NOC(=C1)C1=CC=C(C=C1)C#CC=1C=CC(=NC1)CN1CC(C1)C(=O)N (S)-1-((5-((4-(3-((2-(1-hydroxyethyl)-1H-imidazol-1-yl)methyl)isoxazol-5-yl)phenyl)ethynyl)pyridin-2-yl)methyl)azetidin-3-carboxamide